C(C)(C)(C)S(=O)[S@](=O)N[C@@H](C)C1=CC=2N(N=C1)C=C(N2)[C@H](C2CCC(CC2)(F)F)NC(OC(C)(C)C)=O |o1:9| tert-Butyl ((S)-(7-((S*)-1-(((S)-tert-butylsulfinylsulfinyl)amino)ethyl)imidazo[1,2-b]pyridazin-2-yl)(4,4-difluorocyclohexyl)methyl)carbamate